3-(6-Chloro-1-methyl-9H-pyrido[3,4-b]indol-8-yl)-N-(2-dimethylamino-ethyl)-benzamide ClC=1C=C2C3=C(NC2=C(C1)C=1C=C(C(=O)NCCN(C)C)C=CC1)C(=NC=C3)C